CC([C@@H](C(=O)N1[C@@H](C[C@H](C1)O)C(=O)NC)N1N=NC(=C1)CN1C(C=CC=C1)=O)(C)C (2S,4r)-1-[(2S)-3,3-dimethyl-2-[4-[(2-oxo-1-pyridinyl)methyl]triazol-1-yl]butanoyl]-4-hydroxy-N-methyl-pyrrolidine-2-carboxamide